7-(Bromomethyl)quinolin-2(1H)-one BrCC1=CC=C2C=CC(NC2=C1)=O